C1CCC12CN(CC2)CC2=CC=1C=NC(=CC1N2)CN2N=NC(=C2)C=2C=1N(C=CC2)C=NC1 2-((6-azaspiro[3.4]octan-6-yl)methyl)-6-((4-(imidazo[1,5-a]pyridin-8-yl)-1H-1,2,3-triazol-1-yl)methyl)-1H-pyrrolo[3,2-c]pyridine